(R)-3-(3-chloro-4-fluorophenyl)-1-methyl-1-(1-(1-(methylsulfonyl)isoquinolin-4-yl)ethyl)urea ClC=1C=C(C=CC1F)NC(N([C@H](C)C1=CN=C(C2=CC=CC=C12)S(=O)(=O)C)C)=O